(R)-4-((4-ethyl-2-methyl-3-oxo-1-oxa-4,9-diazaspiro[5.5]undecan-9-yl)methyl)benzonitrile C(C)N1C([C@H](OC2(C1)CCN(CC2)CC2=CC=C(C#N)C=C2)C)=O